methyl 4-({6'-amino-[3,3'-bipyridazine]-6-yl}carbamoyl)benzoate NC1=CC=C(N=N1)C=1N=NC(=CC1)NC(=O)C1=CC=C(C(=O)OC)C=C1